6-bromo-2-(4-cyclopropyl-6-methoxypyrimidin-5-yl)-8-({4-[5-methoxy-3-(trifluoromethyl)pyrazol-1-yl]phenyl}methyl)pyrido[2,3-d]pyrimidin-7-one BrC1=CC2=C(N=C(N=C2)C=2C(=NC=NC2OC)C2CC2)N(C1=O)CC1=CC=C(C=C1)N1N=C(C=C1OC)C(F)(F)F